7-methoxy-2-methyl-4-((1-(2-methyl-3-(trifluoromethyl)phenyl)ethyl)amino)quinazoline COC1=CC=C2C(=NC(=NC2=C1)C)NC(C)C1=C(C(=CC=C1)C(F)(F)F)C